C(C)N(CC)CC1CO1 N,N-diethyl-glycidyl-amine